N-(3-(2-(2-(2-((2-(2,6-dioxopiperidin-3-yl)-1,3-dioxoisoindolin-5-yl)oxy)ethoxy)ethoxy)ethoxy)propyl)-2-(4-((6-fluorobenzo[d]thiazol-2-yl)oxy)phenoxy)acetamide O=C1NC(CCC1N1C(C2=CC=C(C=C2C1=O)OCCOCCOCCOCCCNC(COC1=CC=C(C=C1)OC=1SC2=C(N1)C=CC(=C2)F)=O)=O)=O